(R)-1-(3-(3-(4-phenoxyphenyl)-1H-pyrazolo[3,4-d]pyrimidin-1-yl)piperidin-1-yl)prop-2-en-1-one O(C1=CC=CC=C1)C1=CC=C(C=C1)C1=NN(C2=NC=NC=C21)[C@H]2CN(CCC2)C(C=C)=O